IC1=CC(=NC=C1C#N)OC 4-Iodo-6-methoxynicotinonitrile